2-((2S)-1-acryloyl-4-(2,3-difluoro-2'-(((S)-1-methylpyrrolidin-2-yl)methoxy)-5',8'-dihydro-6'H-spiro[indene-1,7'-quinazolin]-4'-yl)piperazin-2-yl)acetonitrile C(C=C)(=O)N1[C@H](CN(CC1)C1=NC(=NC=2CC3(CCC12)C(=C(C1=CC=CC=C13)F)F)OC[C@H]1N(CCC1)C)CC#N